1-(6-Cyclopropylpyridin-3-yl)propan-1-ol C1(CC1)C1=CC=C(C=N1)C(CC)O